BrC=1C=CC(=C2CCC12)CC=1C(=C(C(=O)N)C=C(C1)F)OC ((5-bromobicyclo[4.2.0]oct-1,3,5-trien-2-yl)methyl)-5-fluoro-2-methoxybenzamide